11-(2,4-difluorophenyl)-10-(trifluoromethyl)-3,4-dihydro-2H,6H-[1,4]oxazepino[2,3,4-ij]quinazoline-6,8(7H)-dione FC1=C(C=CC(=C1)F)C1=C(C=C2C(NC(N3C2=C1OCCC3)=O)=O)C(F)(F)F